FC(C(=O)O)(F)F.ClC1=CC=C(C=C1)N1CCC(CC1)OC=1N=NNC1C(=O)O 4-((1-(4-chlorophenyl)piperidin-4-yl)oxy)-1H-1,2,3-triazole-5-carboxylic acid 2,2,2-trifluoroacetate